3-amino-5,5,7-trifluoro-1-[[4-(5-methoxy-2-pyridyl)phenyl]methyl]-8-[5-(1-methyl-1-methylsulfonyl-ethyl)-1,3,4-oxadiazol-2-yl]-3,4-dihydro-1-benzazepin-2-one NC1C(N(C2=C(C(C1)(F)F)C=C(C(=C2)C=2OC(=NN2)C(C)(S(=O)(=O)C)C)F)CC2=CC=C(C=C2)C2=NC=C(C=C2)OC)=O